SCCCC[SiH](OC)OC 3-mercapto-1-propylmethyldimethoxysilane